(3-{[2-(4-chlorophenyl)imidazo[1,2-a]pyrimidin-3-yl]methyl}-3,8-diazabicyclo[3.2.1]oct-8-yl)[2-(trifluoromethyl)-1,3-thiazol-4-yl]methanone ClC1=CC=C(C=C1)C=1N=C2N(C=CC=N2)C1CN1CC2CCC(C1)N2C(=O)C=2N=C(SC2)C(F)(F)F